2-chloro-9-([6-[5-methyl-3-(trifluoromethyl)pyrazol-1-yl]pyridin-3-yl]methyl)-7H-purin-8-one ClC1=NC=C2NC(N(C2=N1)CC=1C=NC(=CC1)N1N=C(C=C1C)C(F)(F)F)=O